4-((1R,5S)-8-(2-phenylpropane-2-yl)-3,8-diazaBicyclo[3.2.1]Oct-6-en-3-yl)pyrido[4,3-d]Pyrimidine C1(=CC=CC=C1)C(C)(C)N1[C@H]2CN(C[C@@H]1C=C2)C=2C1=C(N=CN2)C=CN=C1